NC=1C=C(C=C(C1)N)S(=O)(=O)[O-].[Na+] sodium 3,5-diaminobenzenesulfonate